1-{[2-(trimethylsilyl)ethoxy]methyl}-1H-pyrrole-3-carboxylate C[Si](CCOCN1C=C(C=C1)C(=O)[O-])(C)C